17-Hydroxyestra-5,9-dien-3-one OC1[C@]2(C)[C@@H](CC1)[C@@H]1CC=C3CC(CCC3=C1CC2)=O